[3-methyl-1-(2H-tetraazol-5-yl)butyl]-4-pyridylamine CC(CC(C=1N=NNN1)NC1=CC=NC=C1)C